2-amino-N-((5-chloro-2-pyridinyl)methyl)-7-fluoro-3-methyl-N-((1R)-1-(2-pyrimidinyl)ethyl)-6-quinolinecarboxamide NC1=NC2=CC(=C(C=C2C=C1C)C(=O)N([C@H](C)C1=NC=CC=N1)CC1=NC=C(C=C1)Cl)F